ClC1=CC(=C(N=N1)OC)C(COC)N1N=CC(=C1)N 1-[1-(6-chloro-3-methoxy-pyridazin-4-yl)-2-methoxy-ethyl]pyrazol-4-amine